2-chloro-7-(4-methoxybenzyl)-7H-pyrrolo[2,3-d]pyrimidine-6-carbaldehyde ClC=1N=CC2=C(N1)N(C(=C2)C=O)CC2=CC=C(C=C2)OC